2-cyclohexyl-6-fluoro-1,2,3,4-tetrahydroquinoxaline C1(CCCCC1)C1NC2=CC=C(C=C2NC1)F